ClC=1C(=CC(=C(C1)S(=NC(C1=CC=CC=C1)=O)(=O)C)C)N=CN(C)CC N-((5-chloro-4-(((ethyl(methyl)amino)methylene)amino)-2-methylphenyl)(methyl)(oxo)-λ6-sulfanylidene)benzamide